(S)-4-(4-fluorotetrahydro-2H-pyran-4-carbonyl)-N-hydroxy-3-phenyl-2,3,4,5-tetrahydrobenzo[f][1,4]oxazepine-8-carboxamide FC1(CCOCC1)C(=O)N1[C@H](COC2=C(C1)C=CC(=C2)C(=O)NO)C2=CC=CC=C2